4-Fluorobenzyl (3,7-dimethyl-1-hydroxy-1,3-dihydrobenzo[c][1,2]oxaborole-6-carbonyl)-L-valinate CC1C2=C(B(O1)O)C(=C(C=C2)C(=O)N[C@@H](C(C)C)C(=O)OCC2=CC=C(C=C2)F)C